C[C@@H]1N(C[C@@H](C1)OC1=NC=NC(=C1)NC)CC1=CN=C(S1)NC(C)=O N-(5-(((2S,4R)-2-methyl-4-((6-(methylamino)pyrimidin-4-yl)oxy)pyrrolidin-1-yl)methyl)thiazol-2-yl)acetamide